COCCOCCOC12CC3(CC(CC(C1)C3)C2)CN2N=CC=C2C 1-({3-[2-(2-methoxyethoxy)ethoxy]tricyclo[3.3.1.13,7]dec-1-yl}methyl)-5-methyl-1H-pyrazole